C(C1=CC=CC=C1)(=O)C1=CC2=C(N(C(=N2)NC(OC)=O)COP(=O)(O)O)C=C1 methyl (5-benzoyl-1-((phosphonooxy)methyl)-1H-benzo[d]imidazol-2-yl)carbamate